C1=CC=C2C=CC=C3C2=C1OC1=C(O3)C=CC=C1 benzo[b]naphtho[1,8-ef][1,4]dioxepine